1,3-diisopropyl-6-methoxyimidazo[1,2-a]pyridin-4-ium iodide [I-].C(C)(C)N1C=C([N+]2=C1C=CC(=C2)OC)C(C)C